gold (I) thiosulfate salt S(=S)(=O)([O-])[O-].[Au+].[Au+]